(3-morpholino-1,2,4-oxadiazol-5-yl)bicyclo[2.2.2]octane-1-carboxylic acid methyl ester COC(=O)C12C(CC(CC1)CC2)C2=NC(=NO2)N2CCOCC2